ethyl 2-amino-4-(furan-2-yl)-6-((3-(trifluoromethyl)benzyl)amino)pyrimidine-5-carboxylate NC1=NC(=C(C(=N1)C=1OC=CC1)C(=O)OCC)NCC1=CC(=CC=C1)C(F)(F)F